Thianthrenylboronic acid C1(=CC=CC=2SC3=CC=CC=C3SC12)B(O)O